tert-butyl 4-(4-(9-((tert-butoxycarbonyl)amino)-10-oxo-10H-chromeno[3,2-b]pyridin-4-yl)phenyl)piperazine-1-carboxylate C(C)(C)(C)OC(=O)NC=1C=2C(C3=NC=CC(=C3OC2C=CC1)C1=CC=C(C=C1)N1CCN(CC1)C(=O)OC(C)(C)C)=O